(2R,6S)-2-methyl-6-[1-(trideuteriomethyl)pyrazol-4-yl]morpholine C[C@@H]1CNC[C@@H](O1)C=1C=NN(C1)C([2H])([2H])[2H]